FC1=CC=C(C=C1)C=1N=C(NC1C1=CC=NC=C1)C1=CC=C(C=C1)O 4-[4-(4-Fluorophenyl)-5-(4-pyridinyl)-1H-imidazol-2-yl]phenol